2-fluoro-3-(6-((4-fluoro-3-hydroxyphenyl)thio)pyridin-2-yl)phenol FC1=C(C=CC=C1C1=NC(=CC=C1)SC1=CC(=C(C=C1)F)O)O